methyl (3R)-2-(2-chloroacetyl)-2,3,4,9-tetrahydro-1-[4-(methoxycarbonyl)phenyl]-1H-pyrido[3,4-b]indole-3-carboxylate ClCC(=O)N1C(C=2NC3=CC=CC=C3C2C[C@@H]1C(=O)OC)C1=CC=C(C=C1)C(=O)OC